(R)-4-(6-((Difluoromethoxy)methyl)-6-fluoro-2-(5-fluoropyridin-2-yl)-4,5,6,7-tetrahydropyrazolo[1,5-a]pyridin-3-yl)-1H-pyrazolo[3,4-b]pyridine FC(OC[C@]1(CCC=2N(C1)N=C(C2C2=C1C(=NC=C2)NN=C1)C1=NC=C(C=C1)F)F)F